CN(C(C(=O)C1=CC=C(C=C1)N1CCOCC1)(CC)CC1=CC=C(C=C1)C)C 2-(dimethylamino)-2-(4-methylbenzyl)-1-[4-(morpholino)phenyl]-1-butanone